CC=1C(=NC=CC1OCC(F)(F)F)CS(=O)C1=NC2=C(N1)C=CC=C2 2-{[3-methyl-4-(2,2,2-trifluoroethoxy)pyridin-2-yl]methanesulfinyl}-1H-1,3-benzodiazole